OC(CN1N=C(C(=C1)NC(=O)C=1OC(=CC1)C=1C=NN(C1)C)C1=NC=CC=C1)(C)C N-(1-(2-hydroxy-2-methylpropyl)-3-(pyridin-2-yl)-1H-pyrazol-4-yl)-5-(1-methyl-1H-pyrazol-4-yl)furan-2-carboxamide